N-(1-(2-morpholinoethyl)-6-(4-(trifluoromethoxy)phenyl)-1H-pyrazolo[3,4-d]pyrimidin-4-yl)-5-nitrothiophene-2-carboxamide O1CCN(CC1)CCN1N=CC=2C1=NC(=NC2NC(=O)C=2SC(=CC2)[N+](=O)[O-])C2=CC=C(C=C2)OC(F)(F)F